7-AMINO-8-METHYLQUINOLINE-3-CARBALDEHYDE NC1=CC=C2C=C(C=NC2=C1C)C=O